FC=1C=C2C(=NC1)NC=C2C2=NC(=CC(=N2)NC2C(C1CCC2CC1)C(=O)OC)C1=C(C=CC=C1)F (+/-)-trans-methyl 3-((2-(5-fluoro-1H-pyrrolo[2,3-b]pyridin-3-yl)-6-(2-fluorophenyl)pyrimidin-4-yl)amino)bicyclo[2.2.2]octane-2-carboxylate